ClC1=C(C=CC(=C1)C#C)C(C)N 1-(2-chloro-4-ethynylphenyl)ethanamine